C(C)OC1=CC=C(C=C1)C(C)(C)C=1N=C(SC1)NC(=O)NCC1=CC=C(C=C1)N1CCNCC1 1-(4-(2-(4-ethoxyphenyl)-propan-2-yl)thiazol-2-yl)-3-(4-(piperazin-1-yl)benzyl)urea